C(CC)(=O)OC=1C=C(C(=O)O)C=CC1 3-(propionyloxy)benzoic acid